C(C)O[Si](CCCNC(OCCOC1=CC=C(C=C1)C(C(C)(C)O)=O)=O)(OCC)OCC 2-(4-(2-hydroxy-2-methylpropanoyl)phenyl)oxyethyl (3-(triethoxysilyl)propyl)carbamate